C(C)[O-].C(C)[O-].C(C)[O-].C(C)[O-].C(C)[O-].[Ta+5] tantalum (V) pentaethanolate